(S)-N-(5-(2-(2-aminopyridin-3-yl)-5-(1H-pyrazol-1-yl)-3H-imidazo[4,5-b]pyridin-3-yl)-2,3-dihydro-1H-inden-1-yl)indoline-4-carboxamide NC1=NC=CC=C1C1=NC=2C(=NC(=CC2)N2N=CC=C2)N1C=1C=C2CC[C@@H](C2=CC1)NC(=O)C=1C=2CCNC2C=CC1